ClC(C(=O)NC=1C=C(C=2N(C1)C(=C(N2)C#CCNC2=C(C(=O)NC)C=CC=C2OC)CC(F)(F)F)NC2CCN(CC2)C)F (3-[6-(2-chloro-2-fluoroacetamido)-8-[(1-methylpiperidin-4-yl)amino]-3-(2,2,2-trifluoroethyl)imidazo[1,2-a]pyridin-2-yl]prop-2-yn-1-ylamino)-3-methoxy-N-methylbenzamide